antimony-silver-titanium [Ti].[Ag].[Sb]